N(=[N+]=[N-])CCOCCOCCOCCOCCOC1=CC=C(C2=CC=CC=C12)C1=CC=C(C=C1)[C@H](CC(=O)O)NC(CNC(CCCCNC1=NC(=CC=C1)C)=O)=O (S)-3-(4-(4-((14-azido-3,6,9,12-tetraoxatetradecyl)oxy)naphthalen-1-yl)phenyl)-3-(2-(5-((6-methylpyridin-2-yl)amino)pentanamido)acetamido)propanoic acid